rel-4-ethyl-3-(6-methyl-4-{[(1r,4r)-4-(trifluoromethyl)cyclohexyl]oxy}-pyridin-2-yl)-1-(4-methylbenzenesulfonyl)-1H,4H,5H-pyrrolo[3,2-b]pyridin-5-one C(C)N1C2=C(C=CC1=O)N(C=C2C2=NC(=CC(=C2)OC2CCC(CC2)C(F)(F)F)C)S(=O)(=O)C2=CC=C(C=C2)C